7-Fluoro-4-((2-(5-fluoro-3-hydroxy-3-methyl-2-oxoindolin-1-yl)pyridin-4-yl)methyl)phthalazin-1(2H)-on FC1=CC=C2C(=NNC(C2=C1)=O)CC1=CC(=NC=C1)N1C(C(C2=CC(=CC=C12)F)(C)O)=O